(2S)-4-(2-chloro-6-((1-(methoxycarbonyl)-1,2,3,4-Tetrahydronaphthalen-1-yl)methyl)-5-nitropyrimidin-4-yl)-2-(cyanomethyl)piperazine-1-carboxylate ClC1=NC(=C(C(=N1)N1C[C@@H](N(CC1)C(=O)[O-])CC#N)[N+](=O)[O-])CC1(CCCC2=CC=CC=C12)C(=O)OC